ClC=1C=C(CCNC[C@@H](COC2=CC=C(C=C2)N(S(=O)(=O)C)C)O)C=C(C1)Cl (S)-N-(4-(3-((3,5-dichlorophenethyl)amino)-2-hydroxypropoxy)phenyl)-N-methylmethanesulfonamide